(2R,3R,11bR)-9-(2,2-Difluoroethoxy)-3-(2,2-dimethylpropyl)-10-methoxy-1H,2H,3H,4H,6H,7H,11bH-pyrido[2,1-a]isochinolin-2-ol FC(COC=1C=C2CCN3[C@@H](C2=CC1OC)C[C@H]([C@@H](C3)CC(C)(C)C)O)F